N=1C=CN2C1N=CC(C2=O)=O imidazo[1,2-a]pyrimidine-5,6-dione